F[C@@H]1CN(CC[C@H]1OC=1C=C2C(=NC=NC2=CC1OC)NC1=C(C=CC(=C1)C=1OC=CC1)OC)C(C=C)=O 1-((3R,4R)-3-fluoro-4-((4-((5-(furan-2-yl)-2-methoxyphenyl)amino)-7-methoxyquinazoline-6-yl)oxy)piperidin-1-yl)prop-2-en-1-one